BrC=1C=C(C=NC1)N1C[C@H](CC1)NC(OC(C)(C)C)=O (S)-tert-butyl (1-(5-bromopyridin-3-yl)pyrrolidin-3-yl)carbamate